ClC1=C(C=CC=C1)CC(=O)NC1=CC(=C(C=C1)C=1C=NN(C1)C1CCN(CC1)C(=O)OC(C)(C)C)S(N)(=O)=O tert-Butyl 4-[4-(4-{[(2-chlorophenyl)acetyl]amino}-2-sulfamoylphenyl)-1H-pyrazol-1-yl]piperidine-1-carboxylate